O=C1N(CCC(N1)=O)C1=CC=C(OCC(=O)N2CCN(CC2)C(=O)OC(C)(C)C)C=C1 Tert-butyl 4-(2-(4-(2,4-dioxotetrahydropyrimidin-1(2H)-yl)phenoxy)acetyl)-piperazine-1-carboxylate